(±)-N-(4,5-Dihydroimidazo[1,2-a]quinolin-4-yl)-4-phenoxypicolinamide C1=CN=C2N1C1=CC=CC=C1C[C@H]2NC(C2=NC=CC(=C2)OC2=CC=CC=C2)=O |r|